5-(1-(2-chloro-3-fluorophenyl)propoxy)-N-((R,E)-4-(methylsulfonyl)but-3-en-2-yl)pyrimidine-2-carboxamide ClC1=C(C=CC=C1F)C(CC)OC=1C=NC(=NC1)C(=O)N[C@H](C)\C=C\S(=O)(=O)C